4-[3-[2,6-dichloro-4-(6,6-difluoro-2-azaspiro[3.3]heptan-2-yl)benzoyl]-2,4-dihydro-1,3-benzoxazin-8-yl]-5-fluoro-2-(3-oxa-8-azabicyclo[3.2.1]oct-8-yl)benzoic acid methyl ester COC(C1=C(C=C(C(=C1)F)C1=CC=CC=2CN(COC21)C(C2=C(C=C(C=C2Cl)N2CC1(C2)CC(C1)(F)F)Cl)=O)N1C2COCC1CC2)=O